Tert-butyl 2-{4-[7'-(2-methylcyclopentyl)-6'-oxospiro[cyclopropane-1,5'-pyrrolo[2,3-d]pyrimidin]-2'-ylamino]piperidin-1-ylsulfonyl}-2,5-diazaspiro[3.5]nonane-5-carboxylate CC1C(CCC1)N1C(C2(C3=C1N=C(N=C3)NC3CCN(CC3)S(=O)(=O)N3CC1(C3)N(CCCC1)C(=O)OC(C)(C)C)CC2)=O